FC1=CC(=C(C=C1)NC1=C(C(=O)NC2=CC(=NN2C)C(F)(F)F)C=CC=C1)C 2-((4-fluoro-2-methylphenyl)amino)-N-(1-methyl-3-(trifluoromethyl)-1H-pyrazol-5-yl)benzamide